C(#N)C1(COC1)C1=NC=CC(=C1C=1CCN(CC1)C(=O)OC(C)(C)C)C tert-butyl 2-(3-cyanooxetan-3-yl)-4-methyl-3',6'-dihydro-[3,4'-bipyridine]-1'(2'H)-carboxylate